3-fluoro-4-({5-[(2-fluoro-4-methoxyphenyl)amino]-4-methylpyridin-3-yl}methyl)pyridin-2-amine FC=1C(=NC=CC1CC=1C=NC=C(C1C)NC1=C(C=C(C=C1)OC)F)N